[N+](=O)([O-])C1=CC2=C(NC(=N2)CO)C=C1 (5-nitro-1H-1,3-benzodiazol-2-yl)methanol